C(C)(C)N(C(=O)OC)C(C(=O)[O-])CC (isopropyl(methoxycarbonyl)amino)butanoate